1-(4'-fluoro-[1,1'-biphenyl]-2-yl)ethanone FC1=CC=C(C=C1)C1=C(C=CC=C1)C(C)=O